2-(4-((4-(2-((2-(2,6-Dioxopiperidin-3-yl)-1,3-dioxoisoindolin-4-yl)amino)ethyl)-1H-1,2,3-triazol-1-yl)methyl)phenyl)-7-phenylimidazo[1,2-a]pyridin O=C1NC(CCC1N1C(C2=CC=CC(=C2C1=O)NCCC=1N=NN(C1)CC1=CC=C(C=C1)C=1N=C2N(C=CC(=C2)C2=CC=CC=C2)C1)=O)=O